C(C)(C)(C)NC(C(C1=CC=CC=C1)N1C(C=2N(C=3C=CC=CC13)N=C1C=CC(=CC12)C)=O)=O N-tert-butyl-2-(8-methyl-6-oxoindazolo[2,3-a]quinoxalin-5(6H)-yl)-2-phenylacetamide